C(C)(C)(C)N1C(NC2=CC=C(C=C2C1=O)F)=O 3-(T-butyl)-6-fluoroquinazoline-2,4(1H,3H)-dione